BrC=1N=CSC1C 4-bromo-5-methylthiazole